7-((4-(2-fluoro-6-(1H-imidazol-5-yl)pyridin-3-yl)piperazin-1-yl)methyl)-6-fluoro-3-methylpyrazolo[1,5-a]quinoxalin-4(5H)-one FC1=NC(=CC=C1N1CCN(CC1)CC=1C(=C2NC(C=3N(C2=CC1)N=CC3C)=O)F)C3=CN=CN3